ALLYLPHENOXYACETAT C(C=C)C(C(=O)[O-])OC1=CC=CC=C1